2-bromo-1-(2-methyloxazol-4-yl)ethan-1-one tert-butyl-(R)-2-((((9H-fluoren-9-yl)methoxy)carbonyl)amino)-3-iodopropanoate C(C)(C)(C)OC([C@H](CI)NC(=O)OCC1C2=CC=CC=C2C=2C=CC=CC12)=O.BrCC(=O)C=1N=C(OC1)C